3-hydroxy-5-Methyl-4-[2-[[(3R)-1-methyl-3-piperidyl]amino]oxazolo[4,5-b]pyridin-5-yl]benzonitrile OC=1C=C(C#N)C=C(C1C1=CC=C2C(=N1)N=C(O2)N[C@H]2CN(CCC2)C)C